6-((pyridin-3-ylmethyl)amino)pyrazolo[1,5-c]pyrido[3,4-e]pyrimidine-9-carboxylic Acid N1=CC(=CC=C1)CNC1=NC2=C(C=3N1N=C(C3)C(=O)O)C=NC=C2